(R)-2-methyl-N-((1-methyl-1H-pyrazol-3-yl)methylene)propan-2-sulfinamide CC(C)(C)[S@@](=O)N=CC1=NN(C=C1)C